C(=S)(SC(C(=O)O)(C)C)SC(C(=O)O)(C)C 2,2'-[thiocarbonylbis(thio)]bis[2-methylpropanoic acid]